(R)-N-(1-cyclopropylpiperidine-4-yl)-2-(3-fluoropyrrolidine-1-yl)-6-methoxy-7-(4-(pyrrolidine-1-yl)but-1-yn-1-yl)quinazolin-4-amine C1(CC1)N1CCC(CC1)NC1=NC(=NC2=CC(=C(C=C12)OC)C#CCCN1CCCC1)N1C[C@@H](CC1)F